FC1=C(C=CC(=C1C)OC1=CC2=C(N(N=N2)C)C(=C1)F)NC1=NC=NC2=C1N=C(N=C2)N2C[C@@H](CCC2)NC(C=C)=O (R)-N-(1-(8-((2-fluoro-4-((7-fluoro-1-methyl-1H-benzo[d][1,2,3]triazol-5-yl)oxy)-3-methylphenyl)amino)pyrimido[5,4-d]pyrimidin-2-yl)piperidin-3-yl)acrylamide